(S)-14-Amino-5-methoxycarbonylamino-8,16,18-triaza-tricyclo[13.2.1.02,7]octadeca-1(17),2,4,6,15(18)-pentaene-17-carboxylic acid ethyl ester C(C)OC(=O)C=1NC=2[C@H](CCCCCNC3=CC(=CC=C3C1N2)NC(=O)OC)N